C12(CC(C1)C2)N2C[C@H](N(S(C1=C2C=C(C(=C1)O\C=C(\C(=O)OCC)/F)C1=CC=CC=C1)(=O)=O)C)CCCC ethyl (R,Z)-3-((5-(bicyclo[1.1.1]pentan-1-yl)-3-butyl-2-methyl-1,1-dioxido-7-phenyl-2,3,4,5-tetrahydrobenzo[f][1,2,5]thiadiazepin-8-yl) oxy)-2-fluoroacrylate